FC1=CC=C(C=C1)N1C(=NC=2C=NC=3C=CC(=CC3C21)C=2C=NC1=CC=CC=C1C2)C 1-(4-fluorophenyl)-2-methyl-8-(quinolin-3-yl)-1H-imidazo[4,5-c]quinoline